CC=1C(=C2C=NN(C2=CC1C)C1OCCCC1)C1=CC=C2C(=NC(=NC2=C1F)OC[C@H]1N(CCC1)C)N1CC2CCC(C1)N2C(=O)OC(C)(C)C tert-butyl 3-[7-(5,6-dimethyl-1-tetrahydropyran-2-yl-indazol-4-yl)-8-fluoro-2-[[(2s)-1-methylpyrrolidin-2-yl]methoxy]quinazolin-4-yl]-3,8-diazabicyclo[3.2.1]octane-8-carboxylate